5-(2-(1-(2-methoxyethyl)-1H-pyrazol-4-yl)pyrazolo[5,1-b]thiazole-7-carboxamido)-6-methylnicotinic acid COCCN1N=CC(=C1)C1=CN2C(S1)=C(C=N2)C(=O)NC=2C(=NC=C(C(=O)O)C2)C